C(C(C)C)C1NCC(C2=CC=CC=C12)O 1-Isobutyl-1,2,3,4-tetrahydroisoquinolin-4-ol